2-propynyl-butylcarbamat C(#CC)C(CNC([O-])=O)CC